ClC1=CC=C2C=C(C=NC2=C1)C(=O)N[C@H]1CN[C@@H](CC1)C=1OC(=NN1)C1CC(C1)OC(F)(F)F 7-chloro-N-[(3R,6S)-6-{5-[(1s,3s)-3-(trifluoromethoxy)cyclobutyl]-1,3,4-oxadiazol-2-yl}piperidin-3-yl]quinoline-3-carboxamide